cyclopentyl-5-acetyl-2-amino-4-(7-cyanobenzo[b]thiophen-3-yl)-6-methyl-1,4-dihydropyridine C1(CCCC1)N1C(=CC(C(=C1C)C(C)=O)C=1C2=C(SC1)C(=CC=C2)C#N)N